2-((3,5-dicyano-4-ethyl-6-(1'-(2-hydroxyethyl)-[4,4'-bipiperidin]-1-yl)pyridin-2-yl)sulfanyl)-2-phenylacetamide C(#N)C=1C(=NC(=C(C1CC)C#N)N1CCC(CC1)C1CCN(CC1)CCO)SC(C(=O)N)C1=CC=CC=C1